1,7-dioxaspiro[4.5]Decane O1CCCC12COCCC2